2,6-difluoro-N-(5-(4-((2S,5R)-4-(2-fluoroacryloyl)-2,5-dimethylpiperazin-1-yl)quinazolin-6-yl)-2-methoxypyridin-3-yl)benzenesulfonamide FC1=C(C(=CC=C1)F)S(=O)(=O)NC=1C(=NC=C(C1)C=1C=C2C(=NC=NC2=CC1)N1[C@H](CN([C@@H](C1)C)C(C(=C)F)=O)C)OC